1-(5-(2-(diisopropylcarbamoyl)-4-fluorophenoxy)pyrimidin-4-yl)pyrrole C(C)(C)N(C(=O)C1=C(OC=2C(=NC=NC2)N2C=CC=C2)C=CC(=C1)F)C(C)C